3-cyclopropyl-N-((S)-(4,4-difluorocyclohexyl)(5-(((S)-2-oxo-4-(trifluoromethyl)imidazolidin-1-yl)methyl)benzo[d]oxazol-2-yl)methyl)isoxazole-4-carboxamide C1(CC1)C1=NOC=C1C(=O)N[C@H](C=1OC2=C(N1)C=C(C=C2)CN2C(N[C@@H](C2)C(F)(F)F)=O)C2CCC(CC2)(F)F